ClC=1C=C(C=C(C1OCCCl)C#N)N1C=CC2=CC(=CC=C12)OCC12CC(C1)(C2)NC(OC(C)(C)C)=O tert-butyl (3-(((1-(3-chloro-4-(2-chloroethoxy)-5-cyanophenyl)-1H-indol-5-yl)oxy)methyl) bicyclo[1.1.1]pentan-1-yl)carbamate